CC(C(=O)NCCOC(NCC1=CC=C(C=C1)CN1C(=NC=2C(=NC=3C=CC=CC3C21)N)C=2N=CC=NC2)=O)=C 4-((4-amino-2-(pyrazin-5-yl)-1H-imidazo[4,5-c]Quinolin-1-yl)methyl)benzylcarbamic acid 2-methylacrylamidoethyl ester